CC1(C(C2=CC=C(C=C2C1)C1=CC(=C(C=C1)N1CCOCC1)C)NC(O[C@@H]1CN2CCC1CC2)=O)C (S)-quinuclidin-3-yl (2,2-dimethyl-5-(3-methyl-4-morpholinophenyl)-2,3-dihydro-1H-inden-1-yl)carbamate